FC=1C(C(=CN2C1C1=CC(=C(C=C1C[C@H]2C(C)C)OCCCOC)OC([2H])([2H])[2H])C(=O)OC([2H])([2H])[2H])=O (2H3)methyl (6S)-1-fluoro-10-(2H3)methoxy-9-(3-methoxypropoxy)-2-oxo-6-(propan-2-yl)-2H,6H,7H-pyrido[2,1-a]isoquinoline-3-carboxylate